BrC=1C=C(C(=NC1)OC)CO[Si](C)(C)C(C)(C)C 5-bromo-3-(((tert-butyldimethylsilyl)oxy)methyl)-2-methoxypyridine